ClC=1C(=C(C(=CC1)C1=CC=CC=C1)C(=O)NCC1(NC(NC1=O)=O)C1=CC=NN1C)F chloro-3-fluoro-N-{[4-(1-methyl-1H-pyrazol-5-yl)-2,5-dioxoimidazolidin-4-yl]methyl}[biphenyl]-2-carboxamide